Methyl 3-chloro-6-(4-cyanophenyl)-5-fluoropicolinate ClC=1C(=NC(=C(C1)F)C1=CC=C(C=C1)C#N)C(=O)OC